methyl 4-amino-1-benzyl-7-methyl-2-oxo-1,2-dihydroquinoline-3-carboxylate NC1=C(C(N(C2=CC(=CC=C12)C)CC1=CC=CC=C1)=O)C(=O)OC